CC1=C(C=CC(=C1)C)NC(=S)NC(=O)NCCCCC1=CC=C(C=C1)C1=NN(C=N1)C1=CC=C(C=C1)OC(F)(F)F 1-[(2,4-dimethylphenyl)carbamothioyl]-3-[4-[4-[1-[4-(trifluoromethoxy)phenyl]-1H-1,2,4-triazol-3-yl]phenyl]butyl]urea